CC=1C=C(N=NC1N1CC=2C=C(C=NC2CC1)C([2H])([2H])[2H])C(=O)NC1(CC1)C=1C=NC=CC1 5-methyl-6-(3-(methyl-d3)-7,8-dihydro-1,6-naphthyridin-6(5H)-yl)-N-(1-(pyridin-3-yl)cyclopropyl)pyridazine-3-carboxamide